C(C)N1CCN(CC1)C1=CC=C2C(=C(C(OC2=C1)=O)C(CC1C(=CN(C2=CC=CC=C12)C)C=C(C#N)C#N)=O)C 2-((4-(2-(7-(4-ethylpiperazin-1-yl)-4-methyl-2-oxo-2H-chromen-3-yl)-2-oxoethyl)-1-methyl-1,4-dihydroquinolin-3-yl)methylene)malononitrile